C(C)(C)(C)C1=NC=C(C(=O)N)C=C1 6-(tert-butyl)nicotinamide